C(C)(C)N1N=C(C2=C1C=NN(C2=O)CC(=O)N[C@@H](C)C2=CC=C(C=C2)C(F)(F)F)C (S)-2-(1-isopropyl-3-methyl-4-oxo-1,4-dihydro-5H-pyrazolo[3,4-d]pyridazin-5-yl)-N-(1-(4-(trifluoromethyl)phenyl)ethyl)acetamide